F[C@@H]1[C@H](CNC1)NC1=NC=CC(=N1)C1=CN=C2N1C=CC(=C2)OC(C)C N-[(3S,4S)-4-fluoropyrrolidin-3-yl]-4-(7-isopropoxyimidazo[1,2-a]pyridin-3-yl)pyrimidin-2-amine